CCC=CO BUTEN-1-OL